OC(CCCCCCCCCCCCCC(=O)O)CCC(CC=CCC)O 15,18-Dihydroxytricos-20-enoic acid